2,4-dichlorofuran ClC=1OC=C(C1)Cl